5-methylfuranformate CC1=CC=C(O1)C(=O)[O-]